COC1=CC=C(C=C1)C=1SC=C(N1)CO (2-(4-methoxyphenyl)thiazol-4-yl)methanol